(E)-3-(benzo[d][1,3]dioxol-5-yl)-N-(1H-pyrazol-4-yl)-N-(thiophen-2-ylmethyl)acrylamide O1COC2=C1C=CC(=C2)/C=C/C(=O)N(CC=2SC=CC2)C=2C=NNC2